tert-butyl 4-(4-((6-cyclopropyl-7-(6-((dimethyl (oxo)-λ6-sulfanylidene) amino) pyridin-2-yl)-5-fluoro-7H-pyrrolo[2,3-d]pyrimidin-2-yl) amino) phenyl)-piperidin-1-carboxylate C1(CC1)C1=C(C2=C(N=C(N=C2)NC2=CC=C(C=C2)C2CCN(CC2)C(=O)OC(C)(C)C)N1C1=NC(=CC=C1)N=S(=O)(C)C)F